FC=1C=C2C(=C(/C(/C2=CC1)=C/C1=CC=C(C=C1)OC1=CC(=CC=C1)C)C)CC(=O)O 2-[(1Z)-5-fluoro-2-methyl-1-{[4-(3-methylphenoxy)phenyl]methylene}-1H-inden-3-yl]acetic acid